3-(1-cyano-1-methylethyl)-N-[2-fluoro-5-[2-(2-hydroxyethoxy)-6-(morpholin-4-yl)pyridin-4-yl]-4-methylphenyl]pyrrolidine-1-carboxamide C(#N)C(C)(C)C1CN(CC1)C(=O)NC1=C(C=C(C(=C1)C1=CC(=NC(=C1)N1CCOCC1)OCCO)C)F